3-(5-(((S)-1-((2-((R)-2,2-Dimethyltetrahydro-2H-pyran-4-yl)quinazolin-6-yl)methyl)pyrrolidin-3-yl)oxy)-1-oxoisoindolin-2-yl)piperidine-2,6-dione CC1(OCC[C@H](C1)C1=NC2=CC=C(C=C2C=N1)CN1C[C@H](CC1)OC=1C=C2CN(C(C2=CC1)=O)C1C(NC(CC1)=O)=O)C